2-((1r,3r)-3-(hydroxymethyl)cyclobutyl)-2H-tetrazol OCC1CC(C1)N1N=CN=N1